4-[[(3S)-1,2,3,4-tetrahydroisoquinolin-3-yl]methyl]morpholine hydrochloride Cl.C1N[C@@H](CC2=CC=CC=C12)CN1CCOCC1